[Cl-].[Cl-].C[Zr](C1C=C(C=C1)C[Si](C)(C)C)(C1C=CC2=CC=3CCCC3C=C12)(=[SiH2])(=[SiH2])(C)(C)C Tetramethyldisilylene(1,5,6,7-tetrahydro-s-indacenyl)(3-(trimethylsilyl)methyl-cyclopentadienyl)zirconium dichloride